(1r,2S,5S)-3-[N-(tert-butylsulfonyl)-3-methyl-L-valyl]-N-{(1S)-1-cyano-2-[(3S)-2-oxopyrrolidin-3-yl]ethyl}-6,6-dimethyl-3-azabicyclo[3.1.0]hexane-2-carboxamide C(C)(C)(C)S(=O)(=O)N[C@@H](C(C)(C)C)C(=O)N1[C@@H]([C@H]2C([C@H]2C1)(C)C)C(=O)N[C@@H](C[C@H]1C(NCC1)=O)C#N